ethylenebis(oxyethylene) bis[3-(3-t-butyl-4-hydroxy-5-methylphenyl) propionate] C(C)(C)(C)C=1C=C(C=C(C1O)C)CCC(=O)OCCOCCOCCOC(CCC1=CC(=C(C(=C1)C)O)C(C)(C)C)=O